CC1=C(C=CC(=C1)C)C1(CC(=C(C(=C1OCCCCCCCC)C1=C(C=C(C=C1)C)C)O)C1=NC=NC=N1)C 4,6-bis(2,4-dimethylphenyl)-2-(1,3,5-triazinyl)-4-methyl-5-octyloxyphenol